ClC1=CC=C(CC=2C=CC(=NC2)C2C(=NN(C(C2)=O)C)C(=O)N)C=C1 (5-(4-chlorobenzyl)pyridin-2-yl)-1-methyl-6-oxo-1,4,5,6-tetrahydropyridazine-3-carboxamide